Ethyltri-ethoxysilan C(C)[Si](OCC)(OCC)OCC